1-(2'-amino-3'-fluoro-5-hydroxy-[2,4'-bipyridin]-6-yl)-3-(1-isopropylpiperidin-4-yl)-2-methylpropane-1,3-dione NC1=NC=CC(=C1F)C1=NC(=C(C=C1)O)C(C(C(=O)C1CCN(CC1)C(C)C)C)=O